C=NNC(C(OC1=CC=CC=C1)(OC1=CC=CC=C1)OC1=CC=CC=C1)=O methylenetriphenyloxyacethydrazide